(+)-6-(4-chlorophenyl)-2-(1-methyl-1H-pyrazol-4-yl)-3-oxo-N-[(2R)-1,1,1-trifluoro-3-hydroxypropan-2-yl]-2,3-dihydropyridazine-4-carboxamide ClC1=CC=C(C=C1)C=1C=C(C(N(N1)C=1C=NN(C1)C)=O)C(=O)N[C@@H](C(F)(F)F)CO